[C@@H]12CN(C[C@@H](O1)C2)C2=NC1=CC=C(C=C1C=C2)CO (2-((1R,5s)-6-oxa-3-azabicyclo[3.1.1]hept-3-yl)quinolin-6-yl)methanol